2-{[2-(PHENYLSULFAMOYL)PHENYL]AMINO}-N-(1H-PYRROL-2-YL)ACETAMIDE C1(=CC=CC=C1)NS(=O)(=O)C1=C(C=CC=C1)NCC(=O)NC=1NC=CC1